COC1=C(C=CC=C1)P(C1=C(C=CC=C1)OC)C1=C(C=CC=C1)OC tris(2-Methoxyphenyl)phosphine